(4bS,5aR)-4-(5-methyl-1H-indazol-4-yl)-2-(2-(2-propenoyl)-2,6-diazaspiro[3.4]octan-6-yl)-4b,5,5a,6-tetrahydrocyclopropa[3,4]cyclopenta[1,2-b]pyridine CC=1C(=C2C=NNC2=CC1)C1=C2C(=NC(=C1)N1CC3(CN(C3)C(C=C)=O)CC1)C[C@@H]1[C@@H]2C1